1-(2,2-dimethoxyethoxy)-3,4-difluoro-2-iodobenzene COC(COC1=C(C(=C(C=C1)F)F)I)OC